1-[3-[4-(3-Chloro-2,4-difluoro-anilino)pyrido[3,4-d]pyrimidin-6-yl]azetidin-1-yl]prop-2-en-1-one ClC=1C(=C(NC=2C3=C(N=CN2)C=NC(=C3)C3CN(C3)C(C=C)=O)C=CC1F)F